(1S,3S)-3-((5-(4-(((cyclopentyl-(methyl)carbamoyl)oxy)methyl)-3-methylisoxazol-5-yl)pyrazin-2-yl)oxy)cyclohexane-1-carboxylic acid C1(CCCC1)N(C(=O)OCC=1C(=NOC1C=1N=CC(=NC1)O[C@@H]1C[C@H](CCC1)C(=O)O)C)C